(R)-N-(1-(2-((2,3-dihydro-1H-inden-2-yl)amino)pyrimidin-5-yl)-1H-pyrazol-3-yl)-4,5,6,7-tetrahydro-1H-benzo[d][1,2,3]triazole-5-carboxamide C1C(CC2=CC=CC=C12)NC1=NC=C(C=N1)N1N=C(C=C1)NC(=O)[C@H]1CC2=C(NN=N2)CC1